C(C)(C)N1C(=C(C2=C1N=CN=C2C)C2=CC=C(C=C2)OC2=CC=CC=C2)C2=CC=C(C=C2)NC(C=C)=O N-(4-(7-isopropyl-4-methyl-5-(4-phenoxyphenyl)-7H-pyrrolo[2,3-d]pyrimidin-6-yl)phenyl)acrylamide